(3-(4-chloro-3-trifluoromethylphenyl)ureido)-N-(2-hydroxyethyl)-2,3,4,9-tetrahydro-1H-carbazole-6-carboxamide ClC1=C(C=C(C=C1)NC(NC1CCCC=2C3=CC(=CC=C3NC12)C(=O)NCCO)=O)C(F)(F)F